tetraethyl-1,2-propylene glycol ammonium [NH4+].C(C)CC(C(CC)(CC)O)(CC)O